Biphenyl-4-carboxylic acid {2-oxo-2-[4-(2-trifluoromethyl-phenylamino)-piperidin-1-yl]-ethyl}-amide O=C(CNC(=O)C1=CC=C(C=C1)C1=CC=CC=C1)N1CCC(CC1)NC1=C(C=CC=C1)C(F)(F)F